FC([C@@H]1[C@H](C1)C=1C=2N(N=C(C1)C=1C=NC=NC1)C=CC2)(F)F 5-(4-((1S,2S)-2-(trifluoromethyl)cyclopropyl)pyrrolo[1,2-b]pyridazin-2-yl)pyrimidine